C1(CC1)[C@H](CC(=O)O)C1=CC(=CC=C1)OC(=O)C1=CC(=NO1)C1=C(C=CC(=C1)OC)F (S)-3-cyclopropyl-3-(3-((3-(2-fluoro-5-methoxyphenyl)isoxazole-5-carbonyl)oxy)phenyl)propanoic acid